C[C@@H]1N(CCN(C1)C)[C@@H](C(=O)NC=1C=CC=C2C(=CNC12)C1=NC(=NC=C1F)NC=1C(=NN(C1)C)OC)C (2R)-2-[(2S)-2,4-dimethylpiperazin-1-yl]-N-(3-{5-fluoro-2-[(3-methoxy-1-methyl-1H-pyrazol-4-yl)amino]pyrimidin-4-yl}-1H-indol-7-yl)propanamide